FC1=CC=C(C=C1)C1(CC1)C#N 1-(4-fluorophenyl)cyclopropane-1-carbonitrile